1-{[(2-{bis[(2S,3R,4R,5R)-2,3,4,5,6-pentahydroxyhexyl]amino}ethyl)carbamoyl]amino}-3,6,9,12,15,18,21,24,27,30,33,36-dodecaoxanonatriacontan-39-oic acid O[C@@H](CN(CCNC(=O)NCCOCCOCCOCCOCCOCCOCCOCCOCCOCCOCCOCCOCCC(=O)O)C[C@@H]([C@H]([C@@H]([C@@H](CO)O)O)O)O)[C@H]([C@@H]([C@@H](CO)O)O)O